FC(C=1N=C2N(CCC(C2)COC2=CC=C(C=N2)CN)C1)(F)F (6-((2-(trifluoromethyl)-5,6,7,8-tetrahydroimidazo[1,2-a]pyridin-7-yl)methoxy)pyridin-3-yl)methylamine